N-(allyloxycarbonyl)glutamine C(C=C)OC(=O)N[C@@H](CCC(N)=O)C(=O)O